OC=1C=C(C2=C(OC3(CCCC3)OC2=O)C1C1C=C(CCC1)C)CCCCC 7-hydroxy-8-(3-methylcyclohex-2-en-1-yl)-5-pentyl-spiro[1,3-benzodioxine-2,1'-cyclopentane]-4-one